(S,Z)-2-(fluoromethylene)tetrahydro-1H-pyrrolizin F\C=C/1\C[C@@H]2CCCN2C1